(5-amino-7-methoxyimidazo[1,2-c]quinazolin-2-yl)(1,4-dioxa-7-azaspiro[4.5]decan-7-yl)methanone NC1=NC=2C(=CC=CC2C=2N1C=C(N2)C(=O)N2CC1(OCCO1)CCC2)OC